(9R)-13-amino-9-ethyl-3-methyl-3,4,7,15-tetraazatricyclo[12.3.1.02,6]octadeca-1(18),2(6),4,14,16-pentaen-8-one NC1CCC[C@H](C(NC=2C=NN(C2C=2C=CN=C1C2)C)=O)CC